(7-(6-(6-(difluoromethyl)imidazo[1,2-b]pyridazin-3-yl)pyrimidin-4-yl)-4-oxa-7-azaspiro[2.5]oct-5-yl)methanol FC(C=1C=CC=2N(N1)C(=CN2)C2=CC(=NC=N2)N2CC(OC1(CC1)C2)CO)F